6-(2-azabicyclo[2.1.1]hexane-2-yl)-N-(2'-(4,4-difluorocyclohexyl)-3-fluoro-[2,4'-bipyridyl]-3'-yl)-5-fluoronicotinamide C12N(CC(C1)C2)C2=NC=C(C(=O)NC=1C(=NC=CC1C1=NC=CC=C1F)C1CCC(CC1)(F)F)C=C2F